6-(isocyanatomethyl)-norbornane N(=C=O)CC1CC2CCC1C2